C(C)(C)(C)C1CCN(CC1)C(=O)C1(CC1)NC1=CC=C(C#N)C=C1 4-((1-(4-(tert-butyl)piperidine-1-carbonyl)cyclopropyl)amino)benzonitrile